CC1=C(C=CC=C1C1=CC=2N(C=C1)C(=CN2)C2=CC=C(CN1CC(C1)C(=O)O)C=C2)C2=CC=CC=C2 1-(4-(7-(2-methyl-[1,1'-biphenyl]-3-yl)imidazo[1,2-a]pyridin-3-yl)benzyl)azetidine-3-carboxylic acid